(2-isobutylpyrrolidin-1-yl)methanone C(C(C)C)C1N(CCC1)C=O